FC=1C=C2C=NNC2=CC1[C@]1(CC12CC2)C#N |r| racemic-1-(5-fluoro-1H-indazol-6-yl)spiro[2.2]pentane-1-carbonitrile